FC(C1=CC=CC(=N1)C(=O)NC=1C(=CC=2N(C1)C=C(N2)C2CCOCC2)O[C@@H]2C[C@H](OCC2)C)F |o1:27,29| 6-(difluoromethyl)-N-(7-(((2R*,4S*)-2-methyltetrahydro-2H-pyran-4-yl)oxy)-2-(tetrahydro-2H-pyran-4-yl)imidazo[1,2-a]pyridin-6-yl)picolinamide